(Z)-3-((2-cyclopropyl-1H-imidazol-5-yl)methylene)-7-fluoro-5-(8-methyl-2,3-dihydro-1H-pyrido[2,3-b][1,4]oxazin-7-yl)indolin-2-one C1(CC1)C=1NC(=CN1)\C=C\1/C(NC2=C(C=C(C=C12)C1=C(C2=C(OCCN2)N=C1)C)F)=O